CN1CCN(CC1)C(=S)SSC(=S)N1CCN(CC1)C bis(4-methyl-1-piperazinylthiocarbonyl) disulfide